FC1=CC=C(C(=N1)C)OC1=C(C(=O)NC2=CC(=CC=C2)[S@@](=O)N(C(CN)=O)C)C=CC(=C1)C(F)(F)F (R)-2-((6-fluoro-2-methylpyridin-3-yl)oxy)-N-(3-(N-glycyl-S-methylaminosulfinyl)phenyl)-4-(trifluoromethyl)benzamide